BrCC(C(CCC(C#N)(C)C)C1=C(C(=CC=C1)Br)F)=O 7-bromo-5-(3-bromo-2-fluorophenyl)-2,2-dimethyl-6-oxoheptanenitrile